NCC(O)C=1C=NN(C1)C1=C(C=C(C#N)C=C1)OC1=NC(=NC(=C1)C1=CC(=CC=C1)F)C 4-[4-(2-amino-1-hydroxyethyl)pyrazol-1-yl]-3-[6-(3-fluorophenyl)-2-methylpyrimidin-4-yl]oxybenzonitrile